ClC=1C=C(C=CC1C)NC(=O)N1CC2=CC(=CC=C2CC1)NC=1C(N(C(C1)=O)C1C(NC(CC1)=O)=O)=O N-(3-chloro-4-methylphenyl)-7-((1-(2,6-dioxopiperidin-3-yl)-2,5-dioxo-2,5-dihydro-1H-pyrrol-3-yl)amino)-3,4-dihydroisoquinoline-2(1H)-carboxamide